2-(2,6-dioxopiperidin-3-yl)-5-((5-oxo-5-(4-phenylpiperidin-1-yl)pentyl)amino)isoindoline-1,3-dione O=C1NC(CCC1N1C(C2=CC=C(C=C2C1=O)NCCCCC(N1CCC(CC1)C1=CC=CC=C1)=O)=O)=O